ethyl 3-(5-(3-((4-chlorobenzyl)amino)phenyl)-3-hydroxypicolinamido)-2,2-dimethylpropanoate ClC1=CC=C(CNC=2C=C(C=CC2)C=2C=C(C(=NC2)C(=O)NCC(C(=O)OCC)(C)C)O)C=C1